(R)-(1-(4-fluorophenyl)-6-((1-propyl-1H-1,2,3-triazol-4-yl)sulfonyl)-4,4a,5,6,7,8-hexahydro-1H-pyrazolo[3,4-g]isoquinolin-4a-yl)(thiazol-2-yl)methanone FC1=CC=C(C=C1)N1N=CC2=C1C=C1CCN(C[C@]1(C2)C(=O)C=2SC=CN2)S(=O)(=O)C=2N=NN(C2)CCC